1-(1-methyl-1H-1,2,3-triazol-4-yl)cyclobutan-1-amine CN1N=NC(=C1)C1(CCC1)N